ethyl 2-(((1R,4r)-4-(2-(((R)-2-(5-fluoropyridin-3-yl)-2-hydroxyethyl)amino)propan-2-yl)cyclohexyl)oxy)acetate FC=1C=C(C=NC1)[C@H](CNC(C)(C)C1CCC(CC1)OCC(=O)OCC)O